N-(2-hydroxyethyl)-pyrrole OCCN1C=CC=C1